tert-butyl (1S,3R,5R)-6,6-difluoro-3-((6-(2-(methoxymethoxy)-4-(1-methyl-1H-pyrazol-4-yl)phenyl)pyridazin-3-yl)(methyl)amino)-8-azabicyclo[3.2.1]octane-8-carboxylate FC1([C@H]2C[C@@H](C[C@@H](C1)N2C(=O)OC(C)(C)C)N(C)C=2N=NC(=CC2)C2=C(C=C(C=C2)C=2C=NN(C2)C)OCOC)F